6-Chloro-2-{4-[4-(methylsulfonyl)piperazin-1-yl]phenyl}-N-{1-[(1,3,5-trimethyl-1H-pyrazol-4-yl)methyl]piperidin-4-yl}-3H-imidazo[4,5-b]pyridin-7-amine ClC=1C(=C2C(=NC1)NC(=N2)C2=CC=C(C=C2)N2CCN(CC2)S(=O)(=O)C)NC2CCN(CC2)CC=2C(=NN(C2C)C)C